7-(7-chloro-2-(methylamino)-2,3-dihydro-1H-inden-5-yl)-3-((1-(3-cyclopropyl-3-phenylpropionyl)-4-hydroxypiperidin-4-yl)methyl)thieno[3,4-d]pyrimidin-4(3H)-one ClC=1C=C(C=C2CC(CC12)NC)C=1SC=C2C1N=CN(C2=O)CC2(CCN(CC2)C(CC(C2=CC=CC=C2)C2CC2)=O)O